triglycerin monobehenate C(CCCCCCCCCCCCCCCCCCCCC)(=O)O.OCC(O)CO.OCC(O)CO.OCC(O)CO